(S,E)-7-(Dimethylamino)-1-((1-((5-fluoro-7-neopentyl-1H-benzo[d]imidazol-2-yl)methyl)-6-oxo-1,6-dihydropyrimidin-5-yl)amino)-1,7-dioxohept-5-en-2-yl-dimethylcarbamat CN(C(/C=C/CC[C@H](C(=O)NC1=CN=CN(C1=O)CC1=NC2=C(N1)C(=CC(=C2)F)CC(C)(C)C)CN(C([O-])=O)C)=O)C